trans-2-((4-(4-(4-Bromophenyl)-5-methyl-4H-1,2,4-triazol-3-yl)cyclohexyl)oxy)pyridin BrC1=CC=C(C=C1)N1C(=NN=C1C)[C@@H]1CC[C@H](CC1)OC1=NC=CC=C1